CC1(C(N(C(N1)=O)C=1C=NC(=CC1)OC1=CC(=C(C=C1)C)OC)=O)C 5,5-dimethyl-3-(6-{[4-methyl-3-(methyloxy)phenyl]oxy}-3-pyridyl)-2,4-imidazolidinedione